mercaptotitanium S[Ti]